C(=O)(OC(C)(C)C)C(C1=NN(C(=C1Br)C#N)C)NC (Boc)-4-bromo-1-methyl-3-methylaminomethyl-5-cyano-1H-pyrazole